2-methyl-2-(4-(2-(4-(methylsulfonyl)piperazine-1-carbonyl)naphthalen-1-yl)phenyl)propanenitrile CC(C#N)(C)C1=CC=C(C=C1)C1=C(C=CC2=CC=CC=C12)C(=O)N1CCN(CC1)S(=O)(=O)C